C(C1=CC=CC=C1)N1C(N(SC1=O)C1=CC=CC2=CC=CC=C12)=O 4-benzyl-2-naphthalen-1-yl-1,2,4-thiadiazolidine-3,5-dione